BrC=1C=C2N(N=CC(=C2N[C@@H]2C[C@H](CCC2)NC(OCC2=CC=CC=C2)=O)/C(/N)=N/C2=C(C=C(C=C2)O[Si](C)(C)C(C)(C)C)Cl)C1 benzyl N-[trans-3-[[6-bromo-3-[(Z)-N'-[4-[tert-butyl(dimethyl)silyl]oxy-2-chloro-phenyl]-carbamimidoyl]pyrrolo[1,2-b]pyridazin-4-yl]amino]cyclohexyl]carbamate